(E)-2-(3-chloro-4-hydroxy-5-methoxystyryl)-3-methylbenzothiazole ClC=1C=C(/C=C/C2SC3=C(N2C)C=CC=C3)C=C(C1O)OC